C(C)N1CN(C2=NC(N(C2=C1)C)\C=C\C=1C=NC(=NC1)OC)CC (E)-1,3-diethyl-8-(2-(2-methoxypyrimidin-5-yl)vinyl)-7-methyl-1H-purine